Cl.N[C@@H]1CN(CCC1)C1=CC(=NC=C1C1=CC(=C(C=C1)OC(F)(F)F)C)NC1=NC(=NC=C1)C1=C(C=CC=C1OC)F (S)-N-(4-(3-aminopiperidin-1-yl)-5-(3-methyl-4-(trifluoromethoxy)phenyl)pyridin-2-yl)-2-(2-fluoro-6-methoxyphenyl)pyrimidin-4-amine hydrochloride